ClC1=CC=C(C(=N1)OCC)C(=O)N1CCC2(CC1)NCC1=CC=CC=C1C2 (6-chloro-2-ethoxypyridin-3-yl)(1,4-dihydro-1'H,2H-spiro[isoquinoline-3,4'-piperidin]-1'-yl)methanone